NC1=NC=CC=C1S(=O)(=O)NC(=O)C=1C(=NC(=CC1)N1N=C(C=C1)OCC(C)C)N1[C@H](CC[C@H]1C)C N-[(2-Amino-3-pyridyl)sulfonyl]-2-[(2S,5R)-2,5-dimethylpyrrolidin-1-yl]-6-(3-isobutoxypyrazol-1-yl)pyridin-3-carboxamid